4H-pyrazolo[1,5-a][1,4]diazepine-2-carboxylic acid N1=C(C=C2N1C=CC=NC2)C(=O)O